3-(6-((3-(4-fluorophenyl)-5-methylisoxazol-4-yl)methoxy)pyridazin-3-yl)-7-methyl-6,7-dihydro-[1,2,4]triazolo[4,3-a]pyrazin-8(5H)-one FC1=CC=C(C=C1)C1=NOC(=C1COC1=CC=C(N=N1)C1=NN=C2N1CCN(C2=O)C)C